(1s,4s)-4-(3-((2,2-dioxido-1,3-dihydrobenzo[c]thiophen-5-yl)amino)-1H-pyrazol-5-yl)cyclohexyl isopropylcarbamate C(C)(C)NC(OC1CCC(CC1)C1=CC(=NN1)NC1=CC2=C(CS(C2)(=O)=O)C=C1)=O